C1=C(C=CC2=CC=CC=C12)C1=C2C(=C(C(=C(C2=C(C=2C(=C(C(=C(C12)[2H])[2H])[2H])[2H])[2H])[2H])[2H])[2H])[2H] 9-(naphthalen-2-yl)anthracene-1,2,3,4,5,6,7,8,10-d9